C(#N)C=1C=C(C=CC1)/C=C/C(=O)OCC(=O)O[C@H]1[C@]2([C@H]3C([C@H]([C@@H](C(C1)(C=C)C)O)C)(CCC3=O)CC[C@H]2C)C (E)-2-(((3aR,4R,5R,8S,9R,12R)-8-hydroxy-4,7,9,12-tetramethyl-3-oxo-7-vinyldecahydro-4,9a-propanocyclopenta[8]annulen-5-yl)oxy)-2-oxoethyl 3-(3-cyanophenyl)acrylate